BrCCCOC1=CC=C(C=C1)C1CCN(CC1)C1=CC(=C(C#N)C=C1)C(F)(F)F 4-{4-[4-(3-bromopropyloxy)phenyl]piperidin-1-yl}-2-(trifluoromethyl)benzonitrile